C(C1=CC=CC=C1)O[C@@H]1[C@H](N(C[C@@H]([C@H]1OCC1=CC=CC=C1)OCC1=CC=CC=C1)CC1CCC2(CC(OC2)(C)C)CC1)C (2R,3R,4R,5S)-3,4,5-tris(benzyloxy)-1-((3,3-dimethyl-2-oxaspiro[4.5]decan-8-yl)methyl)-2-methylpiperidine